BrC=1C=C(C=CC1)S(=O)(C)=NC(OC(C)(C)C)=O tert-butyl ((3-bromophenyl)(methyl)(oxo)-λ6-sulfaneylidene)carbamate